3-[[4-[(2R)-2-amino-3-isopropoxy-propoxy]-6-(2,6-dimethylphenyl)-5-ethyl-pyrimidin-2-yl]sulfamoyl]benzoic acid N[C@@H](COC1=NC(=NC(=C1CC)C1=C(C=CC=C1C)C)NS(=O)(=O)C=1C=C(C(=O)O)C=CC1)COC(C)C